(R)-3-(2-(3-(3-cyano-5-fluorophenyl)-2,5-dioxoimidazolin-1-yl)acetamido)-2-oxo-4-phenyl-N-(thiazol-2-ylmethyl)butanamide C(#N)C=1C=C(C=C(C1)F)N1C(N(C(C1)=O)CC(=O)N[C@@H](C(C(=O)NCC=1SC=CN1)=O)CC1=CC=CC=C1)=O